(E)-1-(2-(phenylethynyl)phenyl)-3-(o-tolyl)prop-2-en-1-one C1(=CC=CC=C1)C#CC1=C(C=CC=C1)C(\C=C\C1=C(C=CC=C1)C)=O